C(C)(C)C1=CC(=C(C=C1)C=1C=C2CCN[C@H](C2=CC1)CNC1=C(C(=O)O)C=CN=C1)OC (R)-3-(((6-(4-isopropyl-2-methoxy-phenyl)-1,2,3,4-tetrahydro-isoquinolin-1-yl)methyl)amino)isonicotinic acid